ClCCC(=C(C1=CC=C(C=C1)OCCN1CCNCC1)C1=CC=C(C=C1)O)C1=CC=CC=C1 4-(4-chloro-2-phenyl-1-(4-(2-(piperazin-1-yl)ethoxy)phenyl)but-1-en-1-yl)phenol